1-(4-fluorophenyl)-3,3-difluoro-cyclopropene FC1=CC=C(C=C1)C1=CC1(F)F